1-Naphthylphosphate C1(=CC=CC2=CC=CC=C12)OP(=O)([O-])[O-]